FC(C=1C(=NC=CC1)OCC(C(=O)NC1CCN(CC1)C)(C)C)F 3-((3-(difluoromethyl)pyridin-2-yl)oxy)-2,2-dimethyl-N-(1-methylpiperidin-4-yl)propanamide